2,2,2-trifluoro-N-[3-fluoro-4-(4-oxocyclohexyl)phenyl]acetamide FC(C(=O)NC1=CC(=C(C=C1)C1CCC(CC1)=O)F)(F)F